N1C=CC2=CC(=CC=C12)C(=O)P([O-])([O-])=O 1H-indole-5-carbonylphosphonate